2-N-isobutyryl-2'-deoxyguanosine C(C(C)C)(=O)NC=1NC(C=2N=CN([C@H]3C[C@H](O)[C@@H](CO)O3)C2N1)=O